BrC=1C=C2C(=NC1)N(C=C2C2=CC=C(C=C2)S(=O)(=O)C)S(=O)(=O)CC2=CC=CC=C2 5-bromo-3-(4-(S-methylsulfonyl)phenyl)-1-toluenesulfonyl-1H-pyrrolo[2,3-b]pyridine